3-methyl-5-(N-(quinolin-8-ylmethyl)-N-phenethylsulfamoyl)benzofuran-2-carboxylic acid CC1=C(OC2=C1C=C(C=C2)S(N(CCC2=CC=CC=C2)CC=2C=CC=C1C=CC=NC21)(=O)=O)C(=O)O